OC1=CC=C(CC2=NC=3N(C=C(NC3CCCNC(=N)N)C3=CNC4=CC=CC=C34)C2=O)C=C1 1-(3-(2-(4-hydroxybenzyl)-6-(1H-indol-3-yl)-3-oxo-3,7-dihydroimidazo[1,2-a]pyrazin-8-yl)propyl)guanidine